7,7-dimethyl-2-phenyl-7,8,9,10-tetrahydro-5H-benzo[b]carbazole CC1(CCCC=2C1=CC=1NC3=CC=C(C=C3C1C2)C2=CC=CC=C2)C